ClC=1C=C(C=CC1OC(F)(F)F)NC(NC1=C(C=C(C(=O)N2C[C@H](CCC2)C(=O)NCCCCCCC(=O)NO)C=C1)F)=O (S)-1-(4-(3-(3-chloro-4-(trifluoromethoxy)phenyl)ureido)-3-fluorobenzoyl)-N-(7-(hydroxyamino)-7-oxoheptyl)piperidine-3-carboxamide